2-ethyl-7-methoxy-1-methyl-1H-pyrrolo[2,3-c]pyridine-3-carbaldehyde C(C)C1=C(C=2C(=C(N=CC2)OC)N1C)C=O